SCC(S)(SC)CS 2,2-bis(mercaptomethyl)-1,3-dithiabutane